2-[6-(5-chloro-2-{[(1R,3R)-3-hydroxycyclopentyl]amino}pyrimidin-4-yl)-1-oxo-2,3-dihydro-1H-isoindol-2-yl]-N-[(1R)-1-(3-methoxyphenyl)-ethyl]acetamide ClC=1C(=NC(=NC1)N[C@H]1C[C@@H](CC1)O)C1=CC=C2CN(C(C2=C1)=O)CC(=O)N[C@H](C)C1=CC(=CC=C1)OC